[2-[1-(cyclopropylmethyl)-6-[2-(trifluoromethyl)phenyl]pyrrolo[2,3-b]pyridin-2-yl]-5-methoxy-3-methylimidazo[1,2-a]pyridin-7-yl]methanone C1(CC1)CN1C(=CC=2C1=NC(=CC2)C2=C(C=CC=C2)C(F)(F)F)C=2N=C1N(C(=CC(=C1)C=O)OC)C2C